(E)-N'-(4-hydroxybenzylidene)-2-(4-phenyl-1H-1,2,3-triazol-1-yl)acethydrazide OC1=CC=C(\C=N\NC(CN2N=NC(=C2)C2=CC=CC=C2)=O)C=C1